C[N+](C)(C)[C@@H](CC1=C[NH+]=C(N1)S)C(=O)[O-] The molecule is an alpha-amino-acid cation obtained by protonation of the imidazole ring of ergothioneine. It is the major microspecies at pH 7.3 (according to Marvin v 6.2.0.). It is a conjugate acid of an ergothioneine.